N-(3-aminopropyl)glycine C(CN)CNCC(=O)O